methyl 5-[5-amino-1-pyrimidin-2-yl-3-(trifluoromethyl)pyrazol-4-yl]-1-(4-fluorophenyl)pyrazole-3-carboxylate NC1=C(C(=NN1C1=NC=CC=N1)C(F)(F)F)C1=CC(=NN1C1=CC=C(C=C1)F)C(=O)OC